FC1=CC(=C(C=2C=C(N(C12)S(=O)(=O)C1=CC=C(C)C=C1)S(=O)(=O)N1CCCC1)C(=O)NNC(=O)OC(C)(C)C)C tert-butyl 2-(7-fluoro-5-methyl-2-(pyrrolidin-1-ylsulfonyl)-1-tosyl-1H-indole-4-carbonyl)hydrazine-1-carboxylate